CN1C(=NN=C1C)C1=CC(=C(C=C1)NC=1N=CC2=C(N1)C(=NC(=C2)C)N2CC1(CCO1)C2)OCC N-(4-(4,5-dimethyl-4H-1,2,4-triazol-3-yl)-2-ethoxyphenyl)-6-methyl-8-(1-oxa-6-azaspiro[3.3]heptan-6-yl)pyrido[3,4-d]pyrimidin-2-amine